1-(4-oxocyclohexanecarbonyl)piperidin O=C1CCC(CC1)C(=O)N1CCCCC1